tert-butyl N-[5-(prop-2-eneamido) indan-2-yl]-carbamate C(C=C)(=O)NC=1C=C2CC(CC2=CC1)NC(OC(C)(C)C)=O